[4-(3-aminoazetidine-1-carbonyl)piperazin-1-yl]-[2-chloro-4-[[3-[3-(trifluoromethyl)-1H-pyrazol-4-yl]imidazo[1,2-a]pyrazin-8-yl]amino]phenyl]methanone formate C(=O)O.NC1CN(C1)C(=O)N1CCN(CC1)C(=O)C1=C(C=C(C=C1)NC=1C=2N(C=CN1)C(=CN2)C=2C(=NNC2)C(F)(F)F)Cl